ethyl (E)-4,4,4-trifluoro-3-methylbut-2-enoate FC(/C(=C/C(=O)OCC)/C)(F)F